Cl.CC(C(=O)O)(CN)C dimethyl-3-aminopropanoic acid hydrochloride